C(CCCCCCC(=O)[O-])(=O)OCCCCCCCCCC O1-decyl octanedioate